COC(=O)C1(CCN(CC1)C(N(C1=CC=CC=C1)C1CC1)=O)CC(N(C1=CC=CC=C1)C1=CC=CC=C1)=O 1-[Cyclopropyl-(phenyl)carbamoyl]-4-[2-oxo-2-(N-phenylanilino)ethyl]piperidine-4-carboxylic acid methyl ester